COC(C(C1=CN(C2=CC=CC=C12)C(=O)OC)CCOCCNC(=O)OC(C)(C)C)=O α-[N-tert-butoxycarbonyl-(2-aminoethoxyethyl)]-1-methoxycarbonyl-3-indoleacetic acid methyl ester